C[C@]1(C[C@@H]2C(CCC=C2C[C@H]1C)(C)C)C(C)=O |r| [(2RS,3RS,8aRS)-2,3,8,8-tetramethyl-1,2,3,4,6,7,8,8a-octahydro-2-naphthalenyl]ethanone